1-methyl-4-[1-methyl-4-(3-{[1-methyl-4-(1-methylimidazole-2-amido)pyrrol-2-yl]formamido}propanamido)imidazole-2-amido]pyrrole CN1C=CC(=C1)NC(=O)C=1N(C=C(N1)NC(CCNC(=O)C=1N(C=C(C1)NC(=O)C=1N(C=CN1)C)C)=O)C